6-chloro-N-{4-[2-(4-chloro-3-fluorophenoxy)acetamido]-3-oxo-2-azabicyclo[2.2.2]oct-1-yl}-4-oxo-3,4-dihydro-2H-1-benzopyran-2-carboxamide ClC=1C=CC2=C(C(CC(O2)C(=O)NC23NC(C(CC2)(CC3)NC(COC3=CC(=C(C=C3)Cl)F)=O)=O)=O)C1